2-((2s,6r)-4-(2-(4-(3-(4-cyano-3-(trifluoromethyl)phenyl)-5,5-dimethyl-4-oxo-2-thioxoimidazol-1-yl)-2-ethyl-6-fluorophenoxy)ethyl)-2,6-dimethylpiperazin-1-yl)acetic acid C(#N)C1=C(C=C(C=C1)N1C(N(C(C1=O)(C)C)C1=CC(=C(OCCN2C[C@@H](N([C@@H](C2)C)CC(=O)O)C)C(=C1)F)CC)=S)C(F)(F)F